Potassium Nickel cyanide [Ni](C#N)C#N.[K]